2,5-bis(butyliminofurfuryl-methyl)furan C(CCC)N=C(C=1OC(=CC1)C(CC1=CC=CO1)=NCCCC)CC1=CC=CO1